N1=CC=CC2=C(C=CC=C12)C1=CC=C(O1)CC(=O)O 2-(5-(quinolin-5-yl)furan-2-yl)acetic acid